C(C)(C)N1C2=NC(=NC(=C2N=C1)NC1=CC(=NC=C1)C(F)(F)F)C1=NC(=CC=C1)C(F)(F)F 9-isopropyl-2-(6-(trifluoromethyl)pyridin-2-yl)-N-(2-(trifluoromethyl)pyridin-4-yl)-9H-purin-6-amine